COC=1C=C2C(=CNC2=CC1)C=O 5-METHOXYINDOLE-3-CARBOXALDEHYDE